6-bromo-2,3-dihydrobenzo[b]thiophene 1,1-dioxide BrC=1C=CC2=C(S(CC2)(=O)=O)C1